C(C)(C)(C)OC(=O)N1C[C@H](CC1)[C@@H](C(=O)O)CC1=CC(=CC(=C1)C=1N=CSC1)F (2S)-2-[(3R)-1-tert-Butoxycarbonylpyrrolidin-3-yl]-3-(3-fluoro-5-thiazol-4-yl-phenyl)propanoic acid